5-(4-chloro-3-fluorophenoxy)-2-nitropyridine ClC1=C(C=C(OC=2C=CC(=NC2)[N+](=O)[O-])C=C1)F